C(C)N(CCC(=O)OCC(C(CO)O)O)C1=CC=C(C=C1)N=NC1=C2C(=NS1)C=CC(=C2)[N+](=O)[O-] 2,3,4-trihydroxybutyl 3-(ethyl(4-((5-nitrobenzo[c]isothiazol-3-yl)diazenyl)phenyl)amino)propanoate